2-[(E)-4-[1-[(1R,3R)-3-Aminocyclohexyl]-4-[(2,4-dimethoxyphenyl)methylamino]-3-[4-[[4-(trifluoromethyl)-2-pyridyl]carbamoyl]phenyl]pyrazolo[4,3-c]pyridin-7-yl]but-3-enoxy]acetic acid N[C@H]1C[C@@H](CCC1)N1N=C(C=2C(=NC=C(C21)/C=C/CCOCC(=O)O)NCC2=C(C=C(C=C2)OC)OC)C2=CC=C(C=C2)C(NC2=NC=CC(=C2)C(F)(F)F)=O